N-(2-fluoro-4-methyl-3-(2-(methylamino)-8,9-dihydroimidazo[1',2':1,6]pyrido[2,3-d]pyrimidin-6-yl)phenyl)-2-(trifluoromethoxy)benzenesulfonamide FC1=C(C=CC(=C1C1=CC2=C(N=C(N=C2)NC)N2C1=NCC2)C)NS(=O)(=O)C2=C(C=CC=C2)OC(F)(F)F